(R)-3-(isoquinolin-4-yl)-1-(1-methyl-2-oxo-1,2-dihydropyridin-4-yl)-2-oxoimidazolidine-4-carbonitrile C1=NC=C(C2=CC=CC=C12)N1C(N(C[C@@H]1C#N)C1=CC(N(C=C1)C)=O)=O